B(=O)[O-].[Na+] sodium boranate